4-{5-fluoro-1H-pyrazolo[3,4-b]pyridin-3-yl}piperidine FC=1C=C2C(=NC1)NN=C2C2CCNCC2